[4-(trifluoromethyl)pyrazolo[1,5-a]pyridin-3-yl]methanol FC(C=1C=2N(C=CC1)N=CC2CO)(F)F